FC(C(=O)N)(C(C)(O)C1=CC=C(C=C1)F)F 2,2-difluoro-3-(4-fluorophenyl)-3-hydroxybutyramide